(1-hydroxycyclobutyl)methyl 4-methylbenzene-1-sulfonate CC1=CC=C(C=C1)S(=O)(=O)OCC1(CCC1)O